OC1(CCC(CC1)C1=C(C(=O)N)C=C(C=N1)C1=CC=C(C=C1)CN1C(CCC1)C)C (4-hydroxy-4-methylcyclohexyl)-5-(4-((2-methylpyrrolidin-1-yl)methyl)phenyl)nicotinamide